BrC1=CC=C2C=3C(C4=C(C(C3NC2=C1)(C)C)C=C(C(=C4)CC)OC)=O 3-bromo-9-ethyl-8-methoxy-6,6-dimethyl-5,6-dihydro-11H-benzo[b]carbazol-11-one